ClC=1C=C(C=CC1CS(=O)(=O)C)C1=CNC(=C1CC)C1=C(C=CC=C1)C(F)(F)F 3-(3-Chloro-4-((methylsulfonyl)methyl)phenyl)-4-ethyl-5-(2-(trifluoromethyl)phenyl)-1H-pyrrol